1-[3-[3-[1-[2-(4-piperidyloxy)ethyl]pyrazol-4-yl]-8-isoquinolyl]-1-tetrahydropyran-4-yl-6,7-dihydro-4H-pyrazolo[4,3-c]pyridin-5-yl]ethanone N1CCC(CC1)OCCN1N=CC(=C1)C=1N=CC2=C(C=CC=C2C1)C1=NN(C2=C1CN(CC2)C(C)=O)C2CCOCC2